N-[3-(4-cyanophenyl)-1-(3,3-difluoroazetidin-1-yl)-1-oxopropan-2-yl]-1H-pyrrolo[2,3-b]pyridine-2-carboxamide C(#N)C1=CC=C(C=C1)CC(C(=O)N1CC(C1)(F)F)NC(=O)C1=CC=2C(=NC=CC2)N1